3-isopropyl-5-(1-(5-(4-(methylsulfonyl)phenyl)thiazolo[5,4-b]pyridin-2-yl)piperidin-4-yl)-1,2,4-oxadiazole C(C)(C)C1=NOC(=N1)C1CCN(CC1)C=1SC2=NC(=CC=C2N1)C1=CC=C(C=C1)S(=O)(=O)C